N-[(4,5-dibromo-3-methyl-2-thienyl)carbonyl]valine ethyl ester C(C)OC([C@@H](NC(=O)C=1SC(=C(C1C)Br)Br)C(C)C)=O